N-(2-methoxy-4-(1-methyl-1H-pyrazol-4-yl)phenyl)-5-(1-methyl-1H-pyrazol-4-yl)isoquinolin-3-amine COC1=C(C=CC(=C1)C=1C=NN(C1)C)NC=1N=CC2=CC=CC(=C2C1)C=1C=NN(C1)C